ClC1=CC=C(C=C1)[C@H]1CC[C@H]2N(CCN(C2)C(=O)C=2C(=C(C=CC2)/C=C/C2=CC=C(C=C2)NC(C=C)=O)Br)C1 N-[4-[(E)-2-[3-[(7R,9aR)-7-(4-chlorophenyl)-1,3,4,6,7,8,9,9a-octahydropyrido[1,2-a]pyrazine-2-carbonyl]-2-bromophenyl]ethenyl]phenyl]prop-2-enamide